C1(=C(C=CC=C1)C1=C(C(=NC=C1)CCC)C1=C(C=CC=C1)C1=CC=CC=C1)C1=CC=CC=C1 [bis(biphenylyl)pyridinyl]propane